BrC1=CC=C(C=C1)C1(COCC1)OC 3-(4-bromophenyl)-3-methoxy-tetrahydrofuran